(2R)-N-(4-tert-butylphenyl)-1-cyano-N-[2-[cyclohexyl(methyl)amino]-2-oxo-1-(3-pyridyl)ethyl]pyrrolidine-2-carboxamide C(C)(C)(C)C1=CC=C(C=C1)N(C(=O)[C@@H]1N(CCC1)C#N)C(C(=O)N(C)C1CCCCC1)C=1C=NC=CC1